(S)-6-((4-((2-hydroxy-1-phenylethyl)amino)-5-(3-morpholino-1,2,4-oxadiazol-5-yl)pyrimidin-2-yl)amino)-1-methyl-1,2-dihydro-3H-indazol-3-one OC[C@H](C1=CC=CC=C1)NC1=NC(=NC=C1C1=NC(=NO1)N1CCOCC1)NC1=CC=C2C(NN(C2=C1)C)=O